ClC1=NC=C(C(=C1)C(C(C)C)O)C#CC=1C=NN(C1)C 1-(2-chloro-5-((1-methyl-1H-pyrazol-4-yl)ethynyl)pyridin-4-yl)-2-methylpropan-1-ol